CC(=O)C(C(C(=O)C)C(=O)C)C(=O)C bis(acetylacetone)